ClC=1C=C(C=2N(N1)C=CN2)ONC2=CC(=CC=C2)F ((6-chloroimidazo[1,2-b]pyridazin-8-yl)oxy)-3-fluoroaniline